C(C)C=1C(=NC=C(C1)NC(C(=O)N1C(CCC(C1)C)C=1C=NC(=CC1)C)=O)NC(OC(C)(C)C)=O Rel-tert-Butyl N-[3-ethyl-5-[[2-[5-methyl-2-(6-methyl-3-pyridyl)-1-piperidyl]-2-oxo-acetyl]amino]-2-pyridyl]carbamate